N1C(=NC2=C1C=CC=C2)C=2C=C(C=CC2)B(O)O (3-(1H-benzo[d]imidazol-2-yl)phenyl)boronic acid